5-(3-(aminooxy)prop-1-yn-1-yl)-N-(3-aminopropyl)furan-2-carboxamide NOCC#CC1=CC=C(O1)C(=O)NCCCN